C[C@H]1N(CCOC1)C=1N=C2N(C(C1)=O)CC[C@H](N2CC(C2COCC2)=O)C(F)(F)F (S)-2-((R)-3-Methyl-morpholin-4-yl)-9-[2-oxo-2-(tetrahydro-furan-3-yl)ethyl]-8-trifluoromethyl-6,7,8,9-tetrahydro-pyrimido[1,2-a]-pyrimidin-4-one